1-cyanomethyl-3-methylimidazole trifluoroacetate FC(C(=O)O)(F)F.C(#N)CN1CN(C=C1)C